methyl-ethyl-propanol CC(CC)(O)CC